3,5-bis-trifluoromethyl-1-(1-methyltelluroethyl)benzene tert-butyl-3-hydroxy-2-nitrobenzoate C(C)(C)(C)OC(C1=C(C(=CC=C1)O)[N+](=O)[O-])=O.FC(C=1C=C(C=C(C1)C(F)(F)F)C(C)[Te]C)(F)F